trans-5-(benzhydrylamino)-1,3-dioxane-2-carboxylic acid lithium salt [Li+].C(C1=CC=CC=C1)(C1=CC=CC=C1)N[C@H]1CO[C@@H](OC1)C(=O)[O-]